((1S,3S)-3-((5-ethoxypyrimidin-2-yl)amino)cyclopentylamino)-2H-[1,3'-bipyridyl]-2-one C(C)OC=1C=NC(=NC1)N[C@@H]1C[C@H](CC1)NC=1C(N(C=CC1)C=1C=NC=CC1)=O